((2-(((3S,6S,9R,10aR)-9-ethoxy-3-(3-(morpholine-4-carbonyl)azetidine-1-carbonyl)-5-oxodecahydropyrrolo[1,2-a]azocin-6-yl)carbamoyl)benzo[b]thiophen-5-yl)difluoromethyl)phosphonic acid C(C)O[C@H]1C[C@@H]2N(C([C@H](CC1)NC(=O)C1=CC3=C(S1)C=CC(=C3)C(F)(F)P(O)(O)=O)=O)[C@@H](CC2)C(=O)N2CC(C2)C(=O)N2CCOCC2